C(C1=CC=CC=C1)OC1=CC=CC2=C1C=1CNCCCC1O2 10-(benzyloxy)-2,3,4,5-tetrahydro-1H-benzofuro[3,2-c]azepine